(3-amino-6-butylpyrazin-2-yl)piperidine-4-carboxylic acid methyl ester COC(=O)C1CCN(CC1)C1=NC(=CN=C1N)CCCC